C1(=CC=CC=C1)C1(CCN(CC1)C(C)=O)CNC1=CC=CC=2N1C=C(N2)C(F)(F)F 1-(4-phenyl-4-(((2-(trifluoromethyl)imidazo[1,2-a]pyridin-5-yl)amino)methyl)piperidin-1-yl)ethan-1-one